FC=1C=C(C=CC1)N1[C@H]2[C@@H](CCC1)N(CC2)C2=NC=CC(=C2)N2CCC(CC2)CC=O 2-(1-{2-[(3aR,7aR)-4-(3-fluorophenyl)-hexahydro-2H-pyrrolo[3,2-b]pyridin-1-yl]pyridin-4-yl}piperidin-4-yl)acetaldehyde